6-[(7S)-2-{3-[5-(3-Methylpyrazin-2-yl)pyridin-2-yl]-1H-pyrazolo[3,4-b]pyridin-5-yl}-6,7,8,9-tetrahydro-5H-benzo[7]annulen-7-yl]-3-oxa-6-azabicyclo[3.1.1]heptane CC=1C(=NC=CN1)C=1C=CC(=NC1)C1=NNC2=NC=C(C=C21)C=2C=CC1=C(CC[C@H](CC1)N1C3COCC1C3)C2